[2-(3,3-difluoropiperidin-1-yl)-4-nitrophenyl]-(1,1-dioxo-1,4-thiazinan-4-yl)methanone FC1(CN(CCC1)C1=C(C=CC(=C1)[N+](=O)[O-])C(=O)N1CCS(CC1)(=O)=O)F